[N+](=O)([O-])C1=C(C=CC(=C1)C(F)(F)F)N1CCC(CC1)C#N (2-nitro-4-(trifluoromethyl)phenyl)piperidine-4-carbonitrile